C(C)[C@H]1NC[C@@H](N(C1)C=1C=2N=C(N(C2N(C(N1)=O)C)C)CC#N)C 2-(6-((2S,5R)-5-ethyl-2-methylpiperazin-1-yl)-3,9-dimethyl-2-oxo-3,9-dihydro-2H-purin-8-yl)acetonitrile